2-((3aR,5r,6aS)-5-(2,4-difluorobenzyl)-5-hydroxyhexa-hydrocyclopenta[c]pyrrol-2(1H)-yl)-1-(5-hydroxypyridin-2-yl)ethanone FC1=C(CC2(C[C@@H]3[C@@H](CN(C3)CC(=O)C3=NC=C(C=C3)O)C2)O)C=CC(=C1)F